ClC1=C(C=CC=C1)CC(=O)NC1=CC(=C2C=CC(=NC2=C1)N1CCCC1)S(N)(=O)=O (2-chlorophenyl)-N-(2-(pyrrolidin-1-yl)-5-sulfamoylquinolin-7-yl)acetamide